4-carbazolyl-benzene C1(=CC=CC=2C3=CC=CC=C3NC12)C1=CC=CC=C1